N-[4-chloro-2-(3-pyridinyl)thiazol-5-yl]-N-ethyl-2-methyl-3-methylsulfanyl-propionamide ClC=1N=C(SC1N(C(C(CSC)C)=O)CC)C=1C=NC=CC1